N-lauroyl-O-palmitoyl-serine C(CCCCCCCCCCC)(=O)N[C@@H](COC(CCCCCCCCCCCCCCC)=O)C(=O)O